P1OO1 3,2-dioxaphosphiran